N-Cyclopropyl-N-(4-(trifluoromethyl)benzyl)-7H-pyrrolo[2,3-d]pyrimidin-4-amine C1(CC1)N(C=1C2=C(N=CN1)NC=C2)CC2=CC=C(C=C2)C(F)(F)F